4-[4-hydroxy-1-(2-methyl-4-pyridyl)-2-tetrahydropyran-4-yl-indol-3-yl]benzoic acid OC1=C2C(=C(N(C2=CC=C1)C1=CC(=NC=C1)C)C1CCOCC1)C1=CC=C(C(=O)O)C=C1